1-(1-(tert-butoxy-carbonyl)piperidin-4-yl)-6-chloro-7-(5,7-dihydro-6H-pyrrolo[3,4-b]pyridin-6-yl)-4-oxo-1,4-dihydro-1,8-naphthyridine-3-carboxylic acid C(C)(C)(C)OC(=O)N1CCC(CC1)N1C=C(C(C2=CC(=C(N=C12)N1CC2=NC=CC=C2C1)Cl)=O)C(=O)O